2-[4-[1-[3-[(4R)-2-oxooxazolidin-4-yl]propionyl]azetidin-3-yl]phenyl]sulfonylacetonitrile O=C1OC[C@H](N1)CCC(=O)N1CC(C1)C1=CC=C(C=C1)S(=O)(=O)CC#N